6-chloro-3-[hydroxy-(3-methoxyisoxazol-5-yl)methylene]-5-[4-[2-(hydroxymethyl)azetidin-1-yl]phenyl]indolin-2-one ClC1=C(C=C2C(C(NC2=C1)=O)=C(C1=CC(=NO1)OC)O)C1=CC=C(C=C1)N1C(CC1)CO